1-dodecylnitrogen C(CCCCCCCCCCC)[N]